N1=NN(C2=NC=CC=C21)C2=CC(=C(C(=O)N(C1=NC=CC3=CC(=CC=C13)C=1C=NN(C1)C)[C@H]1CN(CCC1)C(=O)OC(C)(C)C)C=C2)F tert-butyl (R)-3-(4-(3H-[1,2,3]triazolo[4,5-b]pyridin-3-yl)-2-fluoro-N-(6-(1-methyl-1H-pyrazol-4-yl)isoquinolin-1-yl)benzamido)piperidine-1-carboxylate